8-(2,4-dimethoxyphenyl)-2-((4-((2-(dimethylamino)ethyl)(methyl)amino)phenyl)amino)-7-oxo-7,8-dihydropyrido[2,3-d]pyrimidin-5-yl trifluoromethanesulfonate FC(S(=O)(=O)OC1=CC(N(C=2N=C(N=CC21)NC2=CC=C(C=C2)N(C)CCN(C)C)C2=C(C=C(C=C2)OC)OC)=O)(F)F